(S)-4-(3,5-dimethylpyridin-2-yl)piperazine-1,2-dicarboxylic acid 1-tert-butyl ester 2-methyl ester COC(=O)[C@H]1N(CCN(C1)C1=NC=C(C=C1C)C)C(=O)OC(C)(C)C